4-[(E)-(2-Amino-4-Hydroxy-5-Methylphenyl)diazenyl]-N-(Pyridin-2-Yl)benzenesulfonamide NC1=C(C=C(C(=C1)O)C)/N=N/C1=CC=C(C=C1)S(=O)(=O)NC1=NC=CC=C1